Cl.NC12CC(C1)(C2)C2=NOC(N2)=O 3-(3-aminobicyclo[1.1.1]pentan-1-yl)-1,2,4-oxadiazol-5(4H)-one hydrochloride